2-naphthyl (adamantylmethyl) sulfide C12(CC3CC(CC(C1)C3)C2)CSC2=CC3=CC=CC=C3C=C2